CN(C1=CC=CC2=CC=CC(=C12)N(C)C)C 1,8-bis-dimethylaminonaphthalene